tert-butyl 2-(2-(5-amino-6-(piperidin-1-yl)nicotinamido)-5-fluorophenyl)acetate NC=1C(=NC=C(C(=O)NC2=C(C=C(C=C2)F)CC(=O)OC(C)(C)C)C1)N1CCCCC1